C(C)(C)(C)C1=CC=C(C=C1)O p-tert.-butyl-phenol